tert-butyl 4-(8-methyl-2-methylsulfanyl-7-oxo-pyrido[2,3-d]pyrimidin-6-yl)-4,7-diazaspiro[2.5]octane-7-carboxylate CN1C(C(=CC2=C1N=C(N=C2)SC)N2C1(CC1)CN(CC2)C(=O)OC(C)(C)C)=O